5-tert-butyl-N-[[2-fluoro-4-[6-(1-methylpyrazol-4-yl)-7H-pyrrolo[2,3-d]pyrimidin-4-yl]phenyl]methyl]-1,2,4-oxadiazole-3-carboxamide C(C)(C)(C)C1=NC(=NO1)C(=O)NCC1=C(C=C(C=C1)C=1C2=C(N=CN1)NC(=C2)C=2C=NN(C2)C)F